3-(2-hydroxycyclohexyl)urea OC1C(CCCC1)NC(N)=O